N-(4-fluorobenzylidene)-2-methylpropane-2-sulfinamide FC1=CC=C(C=NS(=O)C(C)(C)C)C=C1